BrC1=CN(C=2N=CN=C(C21)N2C[C@H](N(C[C@@H]2C)C(=O)OC(C)(C)C)C)C2=NC=CC(=C2)C#N tert-butyl (2R,5S)-4-[5-bromo-7-(4-cyanopyridin-2-yl)-7H-pyrrolo[2,3-d]pyrimidin-4-yl]-2,5-dimethylpiperazine-1-carboxylate